(2R)-4-[(2,4-dimethoxybenzyl)methylamino]butane COC1=C(CN(CCCC)C)C=CC(=C1)OC